4-(3-(4-(8-Chloro-7-((2-methyl-1-((2-(trimethylsilyl)ethoxy)methyl)-1H-benzo[d]imidazol-6-yl)oxy)quinoxalin-2-yl)-1H-pyrazol-1-yl)cyclobutyl)morpholine ClC=1C(=CC=C2N=CC(=NC12)C=1C=NN(C1)C1CC(C1)N1CCOCC1)OC=1C=CC2=C(N(C(=N2)C)COCC[Si](C)(C)C)C1